4-phenylmercaptobenzyl chloride C1(=CC=CC=C1)SC1=CC=C(CCl)C=C1